ClC=1C(=NC(=NC1)NC=1C=NN(C1)C)C1=CN(C2=CC(=CC=C12)N)C 3-[5-chloro-2-[(1-methylpyrazol-4-yl)amino]pyrimidin-4-yl]-1-methyl-indol-6-amine